methyl 6-((2-amino-2-oxoethyl)carbamoyl)-3-(9-((4-(aminomethyl)phenyl)carbamoyl)-4,5-dihydrobenzo[b]thieno[2,3-d]oxepin-8-yl)picolinate NC(CNC(=O)C1=CC=C(C(=N1)C(=O)OC)C=1C(=CC2=C(OCCC3=C2SC=C3)C1)C(NC1=CC=C(C=C1)CN)=O)=O